5-((2-((1r,5s)-3-azabicyclo[3.2.1]oct-3-yl)-5-chloropyrimidin-4-yl)amino)-3-(3-hydroxy-3-methylbutyl)-1-methyl-1,3-dihydro-2H-benzo[d]imidazol-2-one [C@@H]12CN(C[C@@H](CC1)C2)C2=NC=C(C(=N2)NC2=CC1=C(N(C(N1CCC(C)(C)O)=O)C)C=C2)Cl